2-Chloro-N-{2-[4-(difluoromethyl)-1,3-thiazol-5-yl]-2-(4-{[(6-fluoro-5-methylpyrimidin-4-yl)oxy]methyl}piperidin-1-yl)ethyl}-6-fluorobenzamid ClC1=C(C(=O)NCC(N2CCC(CC2)COC2=NC=NC(=C2C)F)C2=C(N=CS2)C(F)F)C(=CC=C1)F